5-(4-Cyclohexylphenyl)-3-(3-(fluoromethyl)azetidine-1-carbonyl)-2-(5-methylpyrazin-2-yl)pyrazolo[1,5-a]pyrimidin-7(4H)-one C1(CCCCC1)C1=CC=C(C=C1)C=1NC=2N(C(C1)=O)N=C(C2C(=O)N2CC(C2)CF)C2=NC=C(N=C2)C